FC=1C=C(C=CC1)CS(=O)(=O)[O-] 3-fluorophenylmethansulfonat